1-(5-isoquinolinylsulfonyl)homopiperazine, hydrochloride Cl.C1=NC=CC2=C(C=CC=C12)S(=O)(=O)N1CCNCCC1